C(C)S ETHYLMERCAPTAN